C(#N)C=1C(=NN2C1NC1=C(CC2)C=C(C=C1)N1CCN(CC1)C(=O)OC(C)(C)C)C1=NC(=C(C=C1)C(NC1=NC(=CC=C1)C)=O)C tert-butyl 4-(3-cyano-2-(6-methyl-5-((6-methylpyridin-2-yl)carbamoyl)pyridin-2-yl)-9,10-dihydro-4H-benzo[d]pyrazolo[1,5-a][1,3]diazepin-7-yl)piperazine-1-carboxylate